3-Cyano-N-(2-(3-(dimethylamino)propoxy)-5-(3'-methyl-2'-oxo-2',3'-dihydrospiro[cyclopropane-1,1'-pyrrolo[2,3-c]quinolin]-8'-yl)pyridin-3-yl)-4-fluorobenzenesulfonamide C(#N)C=1C=C(C=CC1F)S(=O)(=O)NC=1C(=NC=C(C1)C1=CC=2C3=C(C=NC2C=C1)N(C(C31CC1)=O)C)OCCCN(C)C